4-(8-(4-(4-((4-(3-((2,6-Dioxopiperidin-3-yl)amino)phenyl)piperazin-1-yl)methyl)piperidine-1-carbonyl)phenyl)-3-methyl-2,8-diazaspiro[4.5]decan-2-yl)-2-(trifluoromethyl)benzonitrile O=C1NC(CCC1NC=1C=C(C=CC1)N1CCN(CC1)CC1CCN(CC1)C(=O)C1=CC=C(C=C1)N1CCC2(CC(N(C2)C2=CC(=C(C#N)C=C2)C(F)(F)F)C)CC1)=O